(S and R)-5-(3-chlorophenyl)-2,5,6,7-tetrahydro-3H-pyrrolo[2,1-c][1,2,4]triazol-3-one ClC=1C=C(C=CC1)[C@@H]1CCC2=NNC(N21)=O |r|